FC(C(CCN1N=CC=C1C(=O)O)O)(F)F 1-(4,4,4-trifluoro-3-hydroxybutyl)-1H-pyrazole-5-carboxylic acid